(1S,4S)-5-(6-chloro-2-methylsulfanyl-pyrimidin-4-yl)-2-oxa-5-azabicyclo[2.2.1]heptane ClC1=CC(=NC(=N1)SC)N1[C@@H]2CO[C@H](C1)C2